(5-bromo-2-(trifluoromethoxy)phenyl)methanamine BrC=1C=CC(=C(C1)CN)OC(F)(F)F